tert-butyl-4-(2-(3-(hydrazinecarbonyl)-5-methylphenyl) pyridin-4-yl)piperidine-1-carboxylate C(C)(C)(C)OC(=O)N1CCC(CC1)C1=CC(=NC=C1)C1=CC(=CC(=C1)C)C(=O)NN